C(#N)C1=CC(=C(C=C1)NS(=O)(=O)C1=CNC=C1C1=CC=C(C=C1)C)F N-(4-cyano-2-fluoro-phenyl)-4-(p-tolyl)-1H-pyrrole-3-sulfonamide